O=C1N(C(CN1C1=CC=C(C=C1)C(F)(F)F)=O)CC1=CC(=C(OC(C(=O)O)(C)C)C=C1)OC(F)(F)F 2-(4-((2,5-Dioxo-3-(4-(trifluoromethyl)phenyl)imidazolin-1-yl)methyl)-2-(trifluoromethoxy)phenoxy)-2-methylpropionic Acid